N-[(1R,3S)-3-{[6-chloro-2-(trifluoromethyl)quinolin-4-yl]amino}cyclohexyl]-1-(2,2,2-trifluoroethyl)-1H-pyrazole-4-carboxamide ClC=1C=C2C(=CC(=NC2=CC1)C(F)(F)F)N[C@@H]1C[C@@H](CCC1)NC(=O)C=1C=NN(C1)CC(F)(F)F